2-(1-(4-(5-chloro-2-(1H-tetrazol-1-yl)phenyl)-5-(dimethylamino)-2-oxopyridin-1(2H)-yl)-2-phenylethyl)-1H-benzo[d]imidazole-5-carboxylic acid ClC=1C=CC(=C(C1)C1=CC(N(C=C1N(C)C)C(CC1=CC=CC=C1)C1=NC2=C(N1)C=CC(=C2)C(=O)O)=O)N2N=NN=C2